BrC=1C(=NC=C(C1CCC)Br)N 3,5-dibromo-4-propylpyridin-2-amine